4-[[4-[[2-(dimethylamino)acetyl]amino]-5-(hexadecylamino)-5-oxo-pentanoyl]amino]butyl 2-hexyldecanoate C(CCCCC)C(C(=O)OCCCCNC(CCC(C(=O)NCCCCCCCCCCCCCCCC)NC(CN(C)C)=O)=O)CCCCCCCC